The molecule is a tetradecenoic acid having its double bond in the 2-position. It is a tetradecenoic acid and an alpha,beta-unsaturated monocarboxylic acid. CCCCCCCCCCC/C=C/C(=O)O